2,2-bis(3-ethyl-4-hydroxyphenyl)propane C(C)C=1C=C(C=CC1O)C(C)(C)C1=CC(=C(C=C1)O)CC